BrCCC(CC(=O)Cl)C 5-bromo-3-methyl-pentanoyl chloride